1,1,1-trifluoro-2-(3-(2-(((3S,4S)-4-fluoropyrrolidin-3-yl)amino)pyrimidin-4-yl)imidazo[1,2-a]pyrazin-6-yl)propan-2-ol FC(C(C)(O)C=1N=CC=2N(C1)C(=CN2)C2=NC(=NC=C2)N[C@H]2CNC[C@@H]2F)(F)F